C(#N)C1=C(C(=C(C(=C1)C(C)C)NC(=O)N=[S@](=O)(N)C1=CN=C(S1)C(CO)(C)O)C(C)C)F (R)-N'-((4-cyano-3-fluoro-2,6-diisopropylphenyl)carbamoyl)-2-(1,2-dihydroxypropan-2-yl)-thiazole-5-sulfonimidamide